ClCCN(C1=CC2=C(N(C(=N2)CC[C@@H](C(=O)OCC)NC([C@H](CC(C)C)NC(=O)OC(C)(C)C)=O)C)C=C1)CCCl ethyl (2S)-4-[5-[bis(2-chloroethyl)amino]-1-methyl-benzimidazol-2-yl]-2-[[(2S)-2-(tert-butoxycarbonylamino)-4-methyl-pentanoyl]amino]butanoate